ClC1=CC=C(C=C1)C=C(C(=O)O)O 3-(4-chlorophenyl)-2-hydroxy-acrylic acid